C1(=CC=CC=C1)OCCCCCCCCC monononyl phenyl ether